cis-3-methyl-1-(5-methyl-1,3,4-oxadiazol-2-yl)-N-(3-(4-methyloxazol-2-yl)-4-(trifluoromethyl)phenyl)-6-azabicyclo[3.1.1]heptane-6-carboxamide CC1CC2(N(C(C1)C2)C(=O)NC2=CC(=C(C=C2)C(F)(F)F)C=2OC=C(N2)C)C=2OC(=NN2)C